C(C)(C)(C)OC(=O)N[C@H](C(=O)OCC1=CC=CC=C1)CC1=CC=C(C=C1)OC(F)(F)F (S)-benzyl 2-((tert-butoxycarbonyl)amino)-3-(4-(trifluoromethoxy)phenyl)propanoate